FC1=C(C(=C(C=C1OC)OC)F)N1C(C2(C=3C4=C(N=CC3C1)NC=C4)CCCC2)=O 7'-(2,6-difluoro-3,5-dimethoxyphenyl)-6',7'-dihydrospiro[cyclopentane-1,9'-pyrrolo[2,3-c][2,7]naphthyridin]-8'(3'H)-one